(5-(2-Bromophenyl)-4-(methoxymethoxy)thiophen-2-yl)(4-(4-methoxyphenyl)piperazin-1-yl)methanone BrC1=C(C=CC=C1)C1=C(C=C(S1)C(=O)N1CCN(CC1)C1=CC=C(C=C1)OC)OCOC